C(C)(C)(C)OC(=O)NCCSSCCC(=O)N(C(CCCCCCCCC(=O)OCC(CCCCCC)CCCC)CCCCCCCCC(=O)OCC(CCCCCC)CCCC)CCCCCCCCC bis(2-butyloctyl) 10-[3-[2-(tert-butoxycarbonylamino) ethyldisulfanyl]propanoyl-nonyl-amino]nonadecanedioate